5-(4,4,5,5-tetramethyl-1,3,2-dioxaborolan-2-yl)-2-(1-(3,3,3-trifluoropropyl)piperidin-4-yl)benzo[d]thiazole CC1(OB(OC1(C)C)C=1C=CC2=C(N=C(S2)C2CCN(CC2)CCC(F)(F)F)C1)C